2-(3-benzylthio-5-cyclopropylpyridin-2-yl)-3-methyl-6-trifluoromethyl-3H-imidazo[4,5-b]pyridine C(C1=CC=CC=C1)SC=1C(=NC=C(C1)C1CC1)C1=NC=2C(=NC=C(C2)C(F)(F)F)N1C